C(=C)N1CC=CC=C1 L-1-vinylpyridine